1-phenyl-2-(quinolin-4-yl)ethan-1-one C1(=CC=CC=C1)C(CC1=CC=NC2=CC=CC=C12)=O